[Xe].C(C)(C)N(C=1N=CC(=NC1C)C(=O)N)C 5-(isopropyl-(methyl)amino)-6-methylpyrazine-2-carboxamide Xenon